(6-(2-(tert-Butyl)benzyl)-2-azaspiro[3.3]heptan-2-yl)((1s,3s)-3-hydroxy-3-methylcyclobutyl)methanone C(C)(C)(C)C1=C(CC2CC3(CN(C3)C(=O)C3CC(C3)(C)O)C2)C=CC=C1